C1(CC1)C1=NNC(=C1)C1CC2(CN(C2)C(=O)N2CC3(C2)CN(C3)CC=3N(N=CC3)C(F)(F)F)C1 [6-(3-cyclopropyl-1H-pyrazol-5-yl)-2-azaspiro[3.3]heptan-2-yl]-[6-[[2-(trifluoromethyl)pyrazol-3-yl]methyl]-2,6-diazaspiro[3.3]heptan-2-yl]methanone